ClC1=NC(=NC=C1)COC1=C(C=C(C#N)C=C1)F 4-((4-chloropyrimidin-2-yl)methoxy)-3-fluorobenzonitrile